C(C1=CC=CC=C1)N1C[C@H](CCC1)N(C1=CC=C(C=N1)NC1=NC=C(C(=N1)NC=1C=CC2=C(NC(O2)=O)C1)C)C (S)-5-(2-(6-((1-benzylpiperidin-3-yl)(methyl)amino)pyridin-3-ylamino)-5-methylpyrimidin-4-ylamino)benzo[d]oxazol-2(3H)-one